OCCN1CCN(CC1)CS(=O)(=O)O N-(2-hydroxyethyl)piperazine-N'-methansulphonic acid